COC(=O)C1=NC=C(N=C1)/C(=C(/C1=CC(=C(C(=C1)[N+](=O)[O-])OC)OC)\Cl)/C#N (E)-5-(2-chloro-1-cyano-2-(3,4-dimethoxy-5-nitrophenyl)vinyl)pyrazine-2-carboxylic acid methyl ester